tert-butyl 3-bromo-5-cyanoindole-1-carboxylate BrC1=CN(C2=CC=C(C=C12)C#N)C(=O)OC(C)(C)C